Cl\C(=C(/F)\Cl)\F e-1,2-dichloro-1,2-difluoroethylene